P(=O)([O-])([O-])OP(=O)([O-])OP(=O)([O-])OP(=O)([O-])[O-].[Ni+2].[Ni+2].[Ni+2] nickel tetraphosphorate